tert-butyl 5-bromo-2-(2-ethoxy-2-oxo-ethyl)pyrrolo[3,2-b]pyridine-1-carboxylate BrC1=CC=C2C(=N1)C=C(N2C(=O)OC(C)(C)C)CC(=O)OCC